[1,3]dioxole-5-yl acetate C(C)(=O)OC1=COCO1